NC1=C2C(=NC=N1)N(N=C2C2=CC=C(C=C2)OC2=CC=CC=C2)C2CCN(CC2)C=2C=NN(C2)C2CCN(CC2)C=2C=C1C(N(C(C1=CC2)=O)C2C(NC(CC2)=O)=O)=O 5-[4-[4-[4-[4-amino-3-(4-phenoxyphenyl)pyrazolo[3,4-d]pyrimidin-1-yl]-1-piperidyl]pyrazol-1-yl]-1-piperidyl]-2-(2,6-dioxo-3-piperidyl)isoindoline-1,3-dione